2-(6-bromo-4-chlorophthalazin-1-yl)-5-cyclopropylphenol BrC=1C=C2C(=NN=C(C2=CC1)C1=C(C=C(C=C1)C1CC1)O)Cl